N=1NC=C2C1N=CC=N2 2H-pyrazolo[3,4-b]pyrazine